BrCC1=CC=C(C=C1)S(=O)(=O)N(CC#C)C 4-(bromomethyl)-N-methyl-N-(prop-2-yn-1-yl)benzenesulfonamide